(2R,3R)-3-((2,2-difluoro-2-phenylethyl)disulfanyl)-2-(2,4-difluorophenyl)-1-(1H-1,2,4-triazol-1-yl)butan-2-ol FC(CSS[C@@H]([C@@](CN1N=CN=C1)(O)C1=C(C=C(C=C1)F)F)C)(C1=CC=CC=C1)F